thiosemicarbazide silicon [Si].NNC(=S)N